OCC1=CC=2C(C=3N=C(N=CC3C2C=C1)C(F)(F)F)=O 7-(hydroxymethyl)-2-(trifluoromethyl)-9H-indeno[2,1-d]pyrimidin-9-one